4-benzylidene-3-phenylisoxazole C(C1=CC=CC=C1)=C1C(=NOC1)C1=CC=CC=C1